3-amino-5-phenyl-1,2,4-triazin-6-yl-5-chlorophenol NC=1N=NC(=C(N1)C1=CC=CC=C1)C1=C(C=C(C=C1)Cl)O